C(C1=CC=CC=C1)OCCOC=1C=C(N=NC1)Cl 5-(2-(benzyloxy)ethoxy)-3-chloropyridazine